ClC=1N=C(C2=C(N1)OC=N2)Cl 5,7-dichlorooxazolo[5,4-d]pyrimidine